2-glycidyloxyethyl methacrylate C(C(=C)C)(=O)OCCOCC1CO1